3-nitro-1-methyl-pyrazol-5(4H)-one [N+](=O)([O-])C1=NN(C(C1)=O)C